Cl.C(C)(CC)C1=CC=C(CCC2CCNCC2)C=C1 4-(4-(sec-butyl)phenethyl)piperidine Hydrochloride